ClC1=C(C(=NC=C1)NC(OC(C)(C)C)=O)I tert-Butyl 4-chloro-3-iodopyridin-2-ylcarbamate